N1N=C(C2=CC=CC=C12)CN (1H-indazol-3-yl)methanamine